C1(=CC=CC=C1)OC(NC=1SC2=C(N1)C=CC=C2)=O phenylbenzo[d]thiazol-2-ylcarbamate